2-(4-bromophenyl)-4-(4-bis(4-methylphenyl)aminophenyl)-6-(4-ethylphenyl)pyridine BrC1=CC=C(C=C1)C1=NC(=CC(=C1)C1=CC=C(C=C1)N(C1=CC=C(C=C1)C)C1=CC=C(C=C1)C)C1=CC=C(C=C1)CC